3-[5-(difluoromethyl)-1,3,4-thiadiazol-2-yl]-6-fluoro-N-[1-(fluoromethyl)cyclopropyl]-2-oxo-1H-benzimidazole-5-sulfonamide FC(C1=NN=C(S1)N1C(NC2=C1C=C(C(=C2)F)S(=O)(=O)NC2(CC2)CF)=O)F